CN(C(=O)C1=NC(=NO1)C=1C(=CC2=C(N(C([C@H](CS2(=O)=O)NC(OC(C)(C)C)=O)=O)CC2=CC=C(C=C2)OC(C(F)F)(F)F)C1)F)C tert-butyl N-[(3R)-7-[5-(dimethylcarbamoyl)-1,2,4-oxadiazol-3-yl]-8-fluoro-1,1,4-trioxo-5-[[4-(1,1,2,2-tetrafluoroethoxy)phenyl]methyl]-2,3-dihydro-1λ6,5-benzothiazepin-3-yl]carbamate